FC1=C(C(=CC(=C1)OC)F)C1=C(C(N(N1C)C1=NC(=CC=C1)OC(F)F)=O)NC(C1=CC=C(C=C1)OC(F)(F)F)=O N-[5-(2,6-difluoro-4-methoxyphenyl)-2-[6-(difluoromethoxy)pyridin-2-yl]-1-methyl-3-oxo-2,3-dihydro-1H-pyrazol-4-yl]-4-(trifluoromethoxy)benzamide